ClC=1C=CC(=C(C1)C1=CC(N(C=C1OC)C(C(=O)NC1=C(C(=O)[O-])C=CC=C1)CCOC)=O)C1=CN=CO1 [(2-{4-[5-chloro-2-(1,3-oxazol-5-yl)phenyl]-5-methoxy-2-oxopyridin-1(2H)-yl}-4-methoxybutanoyl)amino]benzoate